C(C(C)C)N1C=NC=2C(=NC=3C=CC=CC3C21)N 1-isobutylimidazo[4,5-c]quinolin-4-amine